O=C([C@H](CC1=CC=CC=C1)NC(OCC1=CC=CC=C1)=O)N[C@H](/C=C/C1=NC=CC=C1)CCC1=CC=CC=C1 benzyl ((S)-1-oxo-3-phenyl-1-(((S,E)-5-phenyl-1-(pyridin-2-yl)pent-1-en-3-yl)amino)propan-2-yl)carbamate